tert-butyl N-[1-(8-carbamoyl-2-methoxy-quinazolin-5-yl)-4-piperidyl]-N-cyclopropyl-carbamate C(N)(=O)C=1C=CC(=C2C=NC(=NC12)OC)N1CCC(CC1)N(C(OC(C)(C)C)=O)C1CC1